5-((2,5-dichloropyrimidin-4-yl)amino)-1,3-bis(3-hydroxy-3-methylbutyl)-1,3-dihydro-2H-benzo[d]imidazol-2-one ClC1=NC=C(C(=N1)NC1=CC2=C(N(C(N2CCC(C)(O)C)=O)CCC(C)(C)O)C=C1)Cl